1-(3-(4-nitrophenoxy)cyclobutyl)piperidine [N+](=O)([O-])C1=CC=C(OC2CC(C2)N2CCCCC2)C=C1